3-(1-Cyclopropyl-1H-pyrazol-4-yl)-N-((trans-4-(5-methoxy-6-methylpyridin-2-yl)cyclohexyl)methyl)aniline C1(CC1)N1N=CC(=C1)C=1C=C(NC[C@@H]2CC[C@H](CC2)C2=NC(=C(C=C2)OC)C)C=CC1